2,5,10-trimethyl-2,5,9-cyclododecatrien-1-yl methyl ketone CC(=O)C1C(=CCC(=CCCC=C(CC1)C)C)C